FC(CN1N=CC2=C1N=C(N(C2=O)CC)N2CCC1(CCN(C1)C1=NC(=NC(=C1)C)C(F)(F)F)CC2)F 1-(2,2-difluoroethyl)-5-ethyl-6-(2-(6-methyl-2-(trifluoromethyl)pyrimidin-4-yl)-2,8-diazaspiro[4.5]decan-8-yl)-1,5-dihydro-4H-pyrazolo[3,4-d]pyrimidin-4-one